diphospholamine P1P=C(C=C1)N